1-(3-chlorophenyl)-3-(4-((6,7-dimethoxyquinazolin-4-yl)amino)phenyl)urea ClC=1C=C(C=CC1)NC(=O)NC1=CC=C(C=C1)NC1=NC=NC2=CC(=C(C=C12)OC)OC